C(=O)(O)C(CCCCNC(=O)C=1C=NC(=CC1)[18F])NC(NC(C(=O)O)CCC(=O)O)=O 2-(3-{1-carboxy-5-[(6-[18F]fluoro-pyridine-3-carbonyl)amino]-pentyl}ureido)-pentanedioic acid